(S)-(-)-1,3-butanediol C(C[C@H](C)O)O